N-(4,4-difluorocyclohexyl)-2-(8-(2-hydroxyethyl)-3,8-diazabicyclo[3.2.1]-octan-3-yl)benzo[d]-thiazole-6-carboxamide FC1(CCC(CC1)NC(=O)C1=CC2=C(N=C(S2)N2CC3CCC(C2)N3CCO)C=C1)F